(S)-N-(4-amino-4-oxo-1-phenylbutyl)-7-(thiazol-4-yl)-5-(4-(trifluoromethyl)phenyl)-3,4-dihydroisoquinoline-2(1H)-carboxamide NC(CC[C@@H](C1=CC=CC=C1)NC(=O)N1CC2=CC(=CC(=C2CC1)C1=CC=C(C=C1)C(F)(F)F)C=1N=CSC1)=O